5-[3-[(1S)-2,2-difluoro-1-(6-methyl-2-pyridyl)ethoxy]-1-methyl-pyrazolo[3,4-c]pyridazin-5-yl]-1H-pyrimidine-2,4-dione FC([C@@H](OC1=NN(C2=NN=C(C=C21)C=2C(NC(NC2)=O)=O)C)C2=NC(=CC=C2)C)F